(1S,8R)-8-((R)-2-amino-2-phenylacetamido)-7-oxo-4-((phenylsulfanyl)methyl)-2-thiabicyclo[4.2.0]Oct-4-ene-5-carboxylic acid N[C@@H](C(=O)N[C@@H]1C(C2C(=C(CS[C@H]12)CSC1=CC=CC=C1)C(=O)O)=O)C1=CC=CC=C1